isostearamidomorpholine stearate C(CCCCCCCCCCCCCCCCC)(=O)O.C(CCCCCCCCCCCCCCC(C)C)(=O)NN1CCOCC1